C[Si](C#CC#C[Si](C)(C)C)(C)C 1,4-bistrimethylsilyl-1,3-butadiyne